NC1=NC=C(C=C1O[C@H](C)C=1C=C(C=CC1)NC(=O)C=1C=CC2=C(SC=C2)C1)C=1C=NN(C1)C (R)-N-(3-(1-((2-Amino-5-(1-methyl-1H-pyrazol-4-yl)pyridin-3-yl)oxy)ethyl)phenyl)benzo[b]thiophen-6-carboxamid